2-[(4S)-2-fluoro-4-[[6-oxo-5-(trifluoromethyl)-1-(2-trimethylsilylethoxymethyl)pyridazin-4-yl]amino]pentyl]-6-[5-(trifluoromethyl)pyrimidin-2-yl]isoquinolin-1-one FC(CN1C(C2=CC=C(C=C2C=C1)C1=NC=C(C=N1)C(F)(F)F)=O)C[C@H](C)NC=1C=NN(C(C1C(F)(F)F)=O)COCC[Si](C)(C)C